C(C)OC(C(CC(CCC(C)C)C1=C(CCCCC1)C(=O)[O-])(F)F)=O 2-(1-ethoxy-2,2-difluoro-7-methyl-1-oxooctan-4-yl)cyclohept-1-ene-1-carboxylate